tert-Butyl 4-(4-((1-(2,6-Dioxopiperidin-3-yl)-2-oxo-1,2-dihydrobenzo[cd]indol-6-yl)(hydroxy)methyl)-1H-pyrazol-1-yl)piperidine-1-carboxylate O=C1NC(CCC1N1C(C2=C3C(C(=CC=C13)C(C=1C=NN(C1)C1CCN(CC1)C(=O)OC(C)(C)C)O)=CC=C2)=O)=O